NC=1C(NC2=C3C(=CC=C2C1C1=CC(=CC=C1)OC)C=CC=C3)=O 3-amino-4-(3-methoxyphenyl)-1H-benzo[h]quinolin-2-one